B(O)(O)O.B(O)(O)O.OC(C)(C)C(C)(C)O.OC(C)(C)C(C)(C)O dipinacol bisborate